1-phenethyl-1,2,3,4-tetrahydroisoquinoline C(CC1=CC=CC=C1)C1NCCC2=CC=CC=C12